N-(bis(3-(tripropylsilyl)phenyl)phosphaneyl)-N-benzyl-1,1-bis(4-(tripropylsilyl)phenyl)phosphanamine C(CC)[Si](C=1C=C(C=CC1)P(N(P(C1=CC=C(C=C1)[Si](CCC)(CCC)CCC)C1=CC=C(C=C1)[Si](CCC)(CCC)CCC)CC1=CC=CC=C1)C1=CC(=CC=C1)[Si](CCC)(CCC)CCC)(CCC)CCC